1,1,3-trichloro-1,2,2,3-tetrafluoropropane ClC(C(C(F)Cl)(F)F)(F)Cl